C(C)(SC1=C(C(=NC=C1)N1[C@@H](CCC1)CO)Cl)=O (S)-S-(3-chloro-2-(2-(hydroxymethyl)pyrrolidin-1-yl)pyridin-4-yl) ethanethioate